N1(CCC1)CC1=CC(=CS1)C=1N=NN(C1)CC1=C(C=C(C=C1)C=1OC(=NN1)C(F)F)F 2-(4-((4-(5-(azetidin-1-ylmethyl)thiophen-3-yl)-1H-1,2,3-triazol-1-yl)methyl)-3-fluorophenyl)-5-(difluoromethyl)-1,3,4-oxadiazole